C(C)C1=C(C=CC=C1)S(=O)(=O)O o-ethyl-benzenesulphonic acid